(3-(sec-butyl)-1H-inden-1-yl)dimethyl-(1,5,6,7-tetrahydro-s-indacen-1-yl)silane C(C)(CC)C1=CC(C2=CC=CC=C12)[Si](C1C=CC2=CC=3CCCC3C=C12)(C)C